OCC(CCCC(C(=O)OC)(C)C1=CC=C(C=C1)I)(C)C methyl 7-hydroxy-2-(4-iodophenyl)-2,6,6-trimethylheptanoate